1-tert-butyloxycarbonyl-4-iodomethylpiperidine C(C)(C)(C)OC(=O)N1CCC(CC1)CI